6-[4-[4-[(3S)-1-(3-fluoropropyl)pyrrolidin-3-yl]oxyphenyl]-7-hydroxy-2H-thiochromen-3-yl]-4H-1,4-benzoxazine-3-one FCCCN1C[C@H](CC1)OC1=CC=C(C=C1)C1=C(CSC2=CC(=CC=C12)O)C=1C=CC2=C(NC(CO2)=O)C1